CN1CCN(CC1)CC=O (4-METHYL-PIPERAZIN-1-YL)-ACETALDEHYDE